5-hydroxy-N-(isoxazol-4-yl)-1-methyl-6-oxo-2-(1-picolinoylpiperidin-3-yl)-1,6-dihydropyrimidine-4-carboxamide OC1=C(N=C(N(C1=O)C)C1CN(CCC1)C(C1=NC=CC=C1)=O)C(=O)NC=1C=NOC1